4-methylenedecan-3-ol C=C(C(CC)O)CCCCCC